NC=1C(N(C2=CC(=C(C=C2C1C=1C2=CN(N=C2C(=CC1)Cl)C1OCCCC1)OCCC(F)F)Cl)CC1=CC=C(C=C1)OC)=O 3-amino-7-chloro-4-[7-chloro-2-(oxan-2-yl)indazol-4-yl]-6-(3,3-difluoropropoxy)-1-[(4-methoxyphenyl)methyl]quinolin-2-one